BrC=1C(=C2C=NC(=NN2C1[C@@H](C(F)(F)F)C)N[C@H]1[C@@H](CN(CC1)S(=O)(=O)C)F)F 6-bromo-5-fluoro-N-((3R,4R)-3-fluoro-1-(methylsulfonyl)piperidin-4-yl)-7-((S)-1,1,1-trifluoropropan-2-yl)pyrrolo[2,1-f][1,2,4]triazin-2-amine